2-PHENYL-4H-BENZO[H]CHROMEN-4-ONE C1(=CC=CC=C1)C=1OC2=C3C(=CC=C2C(C1)=O)C=CC=C3